4-[tert-butyl(dimethyl)silyl]oxy-3-[[tert-butyl(dimethyl)silyl]oxy-methyl]-butan-1-ol [Si](C)(C)(C(C)(C)C)OCC(CCO)CO[Si](C)(C)C(C)(C)C